BrCCCCCCO[Si](OC(OCCCCCCCC\C=C/CCCCCCCC)CCCCCCCCCCC1CCCCC1)(C)C (Z)-1-bromo-10-(10-cyclohexyldecyl)-8,8-dimethyl-7,9,11-trioxa-8-silanonacos-20-ene